ClC1=C(C(=NC(=N1)SC)NCC)I 6-Chloro-N-ethyl-5-iodo-2-(methylthio)pyrimidine-4-amine